COC(CCCCCCCN(C(CCCN(C)C)=O)C(CCCCCCO)CCCCCCCCC)=O.CN(CCCC(=O)N(C(CCCCCC=O)CCCCCCCCC)CCCCCCCC(=O)OC)C methyl 8-[4-(dimethylamino)-N-(1-oxohexadecan-7-yl)butanamido]octanoate Methyl-8-[4-(dimethylamino)-N-(1-hydroxyhexadecan-7-yl)butanamido]octanoate